BrC=1C=C2C(N(C(NC2=CC1)=O)C1=CN=CC2=CC=CC=C12)=O 6-bromo-3-(isoquinolin-4-yl)quinazoline-2,4(1H,3H)-dione